(S)-2-amino-2-((1r,4S)-4-methylcyclohexyl)-N-(1',2',4'-trimethyl-6'-oxo-1',6'-dihydro-[3,3'-bipyridin]-6-yl)acetamide N[C@H](C(=O)NC1=CC=C(C=N1)C1=C(N(C(C=C1C)=O)C)C)C1CCC(CC1)C